C1(CC1)C1=NC=NC(=C1C=1N=C(C=2C(N1)=CSC2)OCC2=CC=C(C=C2)C=2N(C=C(N2)C(F)(F)F)C)OC 2-(4-cyclopropyl-6-methoxy-pyrimidin-5-yl)-4-[[4-[1-methyl-4-(trifluoromethyl)imidazol-2-yl]phenyl]methoxy]thieno[3,4-d]pyrimidine